[C@H]12CC(C[C@H](CCC1)N2)OC2=CC=C(N=N2)C2=C(C=C(C=C2)C=2C=NNC2)O 2-(6-(((1r,3s,5s)-9-azabicyclo[3.3.1]non-3-yl)oxy)pyridazin-3-yl)-5-(1H-pyrazol-4-yl)phenol